((2S,3R,4R)-4-((3-methoxyphenyl)amino)-2,3-dimethyl-3,4-dihydroquinolin-1(2H)-yl)ethanone COC=1C=C(C=CC1)N[C@@H]1[C@H]([C@@H](N(C2=CC=CC=C12)C(C)=O)C)C